4-Chlorobutanal dimethyl acetal COC(CCCCl)OC